C(C1=CC(=C(C=C1)O)CC=C)C1=CC(=C(C=C1)O)CC=C 4,4'-methylenebis(2-allylphenol)